O=C1NC(CCC1N1C(C2=CC=C(C=C2C1=O)NS(=O)(=O)C1=CC=C(C=C1)NC(C)=O)=O)=O N-(4-(N-(2-(2,6-dioxopiperidin-3-yl)-1,3-dioxoisoindolin-5-yl)sulfamoyl)phenyl)acetamide